P(=O)(O)(O)O[C@H]1[C@H]([C@@H](O[C@@H]1CO)N1C=NC=2C(=O)NC(N)=NC12)OC O-methylguanosine-3'-monophosphate